3-[1-(4-fluorobenzoyl)-piperidin-4-yl]phenoxyl-2-methylpropanoic acid FC1=CC=C(C(=O)N2CCC(CC2)C=2C=C(OC(C(=O)O)(C)C)C=CC2)C=C1